N,N-bis(carboxymethyl)alanine tert-butyl-4-(5-(1-(2,6-dioxopiperidin-3-yl)-3-methyl-2-oxo-2,3-dihydro-1H-benzo[d]imidazol-5-yl)pyrimidin-2-yl)-5,6-dihydropyridine-1(2H)-carboxylate C(C)(C)(C)C1N(CCC(=C1)C1=NC=C(C=N1)C1=CC2=C(N(C(N2C)=O)C2C(NC(CC2)=O)=O)C=C1)C(=O)O.C(=O)(O)CN([C@@H](C)C(=O)O)CC(=O)O